C1=CC=C2C(=O)C=CC(=O)C2=C1 α-naphthoquinone